COCOC=1C(=NC=CC1)NC1CCC(CC1)OC1=NC(=CC=2N1N=CN2)N2CCOCC2 3-(methoxymethoxy)-N-[4-[(7-morpholino-[1,2,4]triazolo[1,5-c]pyrimidin-5-yl)oxy]cyclohexyl]pyridin-2-amine